N[C@@H]1C(CN(C1)C1=NC(=CC(=C1)C=1C=C(C=CC1C)NC(=O)N1C[C@@H](CC1)CC(F)(F)F)N1CCOCC1)(F)F (3S)-N-(3-{2-[(4S)-4-amino-3,3-difluoropyrrolidin-1-yl]-6-(morpholin-4-yl)pyridin-4-yl}-4-methylphenyl)-3-(2,2,2-trifluoroethyl)pyrrolidine-1-carboxamide